C(C1=CC=CC=C1)OC1=C(C(=CC(=C1)C(F)F)O)C=O (2-(benzyloxy)-4-(difluoromethyl)-6-hydroxyphenyl)methanone